C(C=C)C1=C(C=CC=C1)C1=CC(=CC=C1)CC1N(CCC1NS(=O)(=O)CC)C(CCCC=C)=O N-(2-((2'-allyl-[1,1'-biphenyl]-3-yl)methyl)-1-(hex-5-enoyl)-pyrrolidin-3-yl)ethanesulfonamide